ClC=1C(=CC2=C(NC(=N2)O[C@H]2[C@@H]3[C@H](OC2)[C@@H](CO3)O)C1)C1=CC=C(C=C1)C1=CC=C(C=C1)CN1C[C@@H](CC1)O (R)-1-((4'-(6-chloro-2-(((3R,3ar,6R,6ar)-6-hydroxyhexahydrofuro[3,2-b]furan-3-yl)oxy)-1H-benzo[d]imidazol-5-yl)-[1,1'-biphenyl]-4-yl)methyl)pyrrolidin-3-ol